bis(4,6-diphenylpyrimidinate) iridium (iii) [Ir+3].C1(=CC=CC=C1)C1=NC(=NC(=C1)C1=CC=CC=C1)C(=O)[O-].C1(=CC=CC=C1)C1=NC(=NC(=C1)C1=CC=CC=C1)C(=O)[O-]